C(C1=CC=CC=C1)OC(N[C@@H]1[C@@H](N(CC1)C(=O)N1CCC1)CC=1C=C(C=CC1)C1=CC(=CC=C1)F)=O ((2S,3S)-1-(azetidin-1-ylcarbonyl)-2-((3'-fluoro[biphenyl]-3-yl)methyl)pyrrolidin-3-yl)carbamic acid benzyl ester